C(=O)(OC(C)(C)C)N1CC(C1)CI 1-boc-3-(iodomethyl)azetidine